sodium (2R,4R)-4-(((tert-butyldiphenylsilyl)oxy)methyl)hex-5-ene-2-sulfinate [Si](C1=CC=CC=C1)(C1=CC=CC=C1)(C(C)(C)C)OC[C@H](C[C@@H](C)S(=O)[O-])C=C.[Na+]